5-(2,2-difluorovinyl)-5-methylindole FC(=CC1(C=C2C=CN=C2C=C1)C)F